C(C1CO1)OC1=CC(=CC2=CC=CC=C12)OCC1CO1 1,3-diglycidyloxynaphthalene